NC1CCC(CC1)CNC(=O)C=1OC2=C(C1)C=CC(=C2)C2=COC=C2 N-[(4-aminocyclohexyl)methyl]-6-(furan-3-yl)-1-benzofuran-2-carboxamide